methyl 3-(furan-2-ylmethyl)-2-(((4-methoxy-3,5-dimethylpyridin-2-yl) methyl) amino)-3,4-dihydroquinazoline-7-carboxylate O1C(=CC=C1)CN1C(=NC2=CC(=CC=C2C1)C(=O)OC)NCC1=NC=C(C(=C1C)OC)C